7-(4-benzoyl-2,6-dimethylphenoxy)-4-hydroxy-1-methoxy-N-(2-(methylamino)-2-oxoethyl)isoquinoline-3-carboxamide C(C1=CC=CC=C1)(=O)C1=CC(=C(OC2=CC=C3C(=C(N=C(C3=C2)OC)C(=O)NCC(=O)NC)O)C(=C1)C)C